Cl.N1=CC(=CC=C1)C=1SC2=C(N1)C=CC(=C2)N 2-(pyridin-3-yl)benzo[d]thiazol-6-amine hydrochloride